Cl.ClC1=C(C(=O)NC2=C3C=NN(C3=CC=C2)C=2C=NC=C(C2)C2CC2)C=C(C=C1)CNC(C(C)(C)C)=O 2-Chloro-N-[1-(5-cyclopropylpyridin-3-yl)-1H-indazol-4-yl]-5-{[(2,2-dimethylpropanoyl)amino]methyl}benzamide hydrochloride